N,N-diethyl-2-(4-(4-isopropyl-5-(8-methyl-[1,2,4]triazolo[1,5-a]pyridin-6-yl)-1H-pyrazol-3-yl)phenyl)propan-2-amine C(C)N(C(C)(C)C1=CC=C(C=C1)C1=NNC(=C1C(C)C)C=1C=C(C=2N(C1)N=CN2)C)CC